(5'S,7a'R)-5'-(3,5-difluorophenyl)-1-[2-(pyrimidin-2-yl)thiophene-3-carbonyl]tetrahydro-3'H-spiro[piperidine-4,2'-pyrrolo[2,1-b][1,3]oxazol]-3'-one FC=1C=C(C=C(C1)F)[C@@H]1CC[C@H]2OC3(C(N21)=O)CCN(CC3)C(=O)C3=C(SC=C3)C3=NC=CC=N3